Methyl 4-(((5-(2-(2-aminopyridin-3-yl)-5-phenyl-3H-imidazo[4,5-b]pyridin-3-yl)pyridin-2-yl)amino)methyl)cyclohexane-1-carboxylate NC1=NC=CC=C1C1=NC=2C(=NC(=CC2)C2=CC=CC=C2)N1C=1C=CC(=NC1)NCC1CCC(CC1)C(=O)OC